[N-]=[N+]=[N-].O=C(O)[C@@H](N)CC1=CC=C(O)C(O)=C1 L-DOPA, azide